O1C(=CC=C1)C(C)O furyl-ethanol